C(C)(=O)O[C@@H]1[C@H](O[C@H]([C@@H]1OC(C)=O)N1C=2N=C(NC(C2N=C1)=O)NC(C(C)C)=O)COCCOCCOCC=O [(2R,3R,4R,5R)-4-Acetoxy-5-[2-(2-methylpropanoylamino)-6-oxo-1H-purin-9-yl]-2-[2-[2-(2-oxoethoxy)ethoxy]ethoxymethyl]tetrahydrofuran-3-yl] acetate